Para-azidophenylalanine N(=[N+]=[N-])C1=CC=C(C[C@H](N)C(=O)O)C=C1